COC1=C(CNC(C(=O)O)CO)C(=CC(=C1)C=CC=1C(=C(C=CC1)C1=CC=CC=C1)C)OC 2-(2,6-dimethoxy-4-(2-(2-methylbiphenyl-3-yl)ethenyl)benzylamino)-3-hydroxypropionic acid